CN(C(OC(C)(C)C)=O)[C@@H]1CC=2C(OC1)=CSC2C(F)(F)F |r| racemic-tert-butyl N-methyl-N-[5-(trifluoromethyl)-3,4-dihydro-2H-thieno[3,4-b]pyran-3-yl]carbamate